O=C1NC=C(N=C1)C(=O)OC methyl 5-oxo-4,5-dihydropyrazine-2-carboxylate